methyl 4-bromo-2-methylindazole-7-carboxylate BrC=1C2=CN(N=C2C(=CC1)C(=O)OC)C